ethyl 3-[2-fluoro-3-[[5-methyl-1-[2-(methylamino)ethyl]imidazol-2-yl]methyl]phenyl]-2-methyl-propanoate FC1=C(C=CC=C1CC=1N(C(=CN1)C)CCNC)CC(C(=O)OCC)C